1-((R)-1-(2,4-dichlorophenyl)ethyl)-6-(3-((R)-1-(thiacyclohexane-3-yl)piperidin-3-yl)azetidine-1-yl)-1H-[1,2,3]triazolo[4,5-b]pyrazine ClC1=C(C=CC(=C1)Cl)[C@@H](C)N1N=NC=2C1=NC(=CN2)N2CC(C2)[C@@H]2CN(CCC2)C2CSCCC2